N[C@@H](C)C(=O)N[C@@H](C(C)C)C(=O)NC1=CC=C(C=C1)C(=O)O L-alanyl-N-(4-carboxyphenyl)-L-valinamide